BrC1=NC=CC(C1)=CNN 2-bromo-4-(hydrazinomethylene)pyridine